1,5-anhydro-2,3-dideoxy-3-(((4-methoxy-7-(4-(1-(2-methoxyethyl)-1H-pyrazol-4-yl)benzyl)-2,3-dihydro-1H-inden-5-yl)carbonyl)amino)-L-threo-pentitol COC1=C2CCCC2=C(C=C1C(=O)N[C@H]1CCOC[C@@H]1O)CC1=CC=C(C=C1)C=1C=NN(C1)CCOC